ClC=1C(=C(C[C@@H]2N(OCC2)C2=CC(=NC=N2)NC=2C(=CC(=C(C2)NC(C=C)=O)N2CCC(CC2)N2CCN(CC2)C2CC2)OC)C=CC1)OC N-(5-((6-((S)-3-(3-chloro-2-methoxybenzyl)isoxazolidine-2-yl)pyrimidine-4-yl)amino)-2-(4-(4-cyclopropylpiperazine-1-yl)piperidine-1-yl)-4-methoxyphenyl)acrylamide